1-[(4-{6-chloro-2-[(1-cyclopropyl-5-methyl-1H-pyrazol-4-yl)amino]quinazolin-7-yl}piperidin-1-yl)methyl]cyclobutan-1-ol ClC=1C=C2C=NC(=NC2=CC1C1CCN(CC1)CC1(CCC1)O)NC=1C=NN(C1C)C1CC1